(3-(4-methoxyphenyl)bicyclo[1.1.1]pentan-1-yl)methyl methanesulfonate CS(=O)(=O)OCC12CC(C1)(C2)C2=CC=C(C=C2)OC